N-(piperidin-3-yl)-5-(trifluoromethyl)-4-(quinolin-8-yloxy)pyrimidin-2-amine N1CC(CCC1)NC1=NC=C(C(=N1)OC=1C=CC=C2C=CC=NC12)C(F)(F)F